tert-butyl (4-((2-(3-((2-methoxy-4-(methylcarbamoyl)phenyl)amino)prop-1-yn-1-yl)-1-(2,2,2-trifluoroethyl)-1H-indol-4-yl)amino)cyclohexyl)carbamate COC1=C(C=CC(=C1)C(NC)=O)NCC#CC=1N(C2=CC=CC(=C2C1)NC1CCC(CC1)NC(OC(C)(C)C)=O)CC(F)(F)F